C(C)(=O)C=1C=C(C=CC1O)C1=C2CN(C(C2=C(C=C1)N)=O)CC(C#N)=C 2-[[4-(3-acetyl-4-hydroxy-phenyl)-7-amino-1-oxo-isoindolin-2-yl]methyl]prop-2-enenitrile